(R)- and (S)-6-Chloro-5-fluoro-2'',3'',5'',6''-tetrahydrodispiro[benzo[d][1,3]oxazine-4,3'-piperidine-5',4''-pyran]-2(1H)-one ClC1=C(C2=C(NC(O[C@@]23CNCC2(CCOCC2)C3)=O)C=C1)F |r|